C[SiH](C1=CC=C(C=C1)C(F)(F)F)C1=CC=C(C=C1)C(F)(F)F methylbis(4-trifluoromethylphenyl)silane